C1(=CC=C(C=C1)C1=NC(=NC(=N1)C1=CC(=CC=C1)Cl)C1=CC(=CC=C1)Cl)C1=CC=CC=C1 2-([1,1'-biphenyl]-4-yl)-4,6-bis(3-chlorophenyl)-1,3,5-triazine